C1(=CC=CC=C1)C1=NC(=NC(=C1)C1=CC=CC=C1)C1=C(C(=NC(=C1N1C2=C(C3=C(C4=C1C=CC=C4)C=CC=C3)C=CC=C2)N2C3=C(C4=C(C1=C2C=CC=C1)C=CC=C4)C=CC=C3)N3C4=C(C1=C(C2=C3C=CC=C2)C=CC=C1)C=CC=C4)N4C1=C(C2=C(C3=C4C=CC=C3)C=CC=C2)C=CC=C1 9,9',9'',9'''-(4-(4,6-diphenylpyrimidin-2-yl)pyridine-2,3,5,6-tetrayl)tetrakis(9H-tribenzo[b,d,f]azepine)